2-(aminomethyl)-6,7-dihydrothieno[3,2-c]pyridin-4-amine hydrochloride Cl.NCC1=CC=2C(=NCCC2S1)N